FCC=1C=C(C[C@H](N)C(=O)O)C=C(C1CF)CF 3,4,5-trifluoromethyl-phenylalanine